2-chloro-3-(chloromethyl)-4-methoxypyridine ClC1=NC=CC(=C1CCl)OC